1-(3-{[4-Fluoro-3-(7-morpholin-4-yl-quinazolin-4-yl)-phenyl]hydroxy-methyl}pyrazin-2-yl)-pyrrolidin-2-one FC1=C(C=C(C=C1)C(C=1C(=NC=CN1)N1C(CCC1)=O)O)C1=NC=NC2=CC(=CC=C12)N1CCOCC1